2-(2,5-dimethyl-1H-pyrrol-1-yl)-7-(6-(1-(1-(4-fluorophenyl)ethyl)-1H-pyrazol-4-yl)pyridin-2-yl)-8-methoxy-[1,2,4]triazolo[1,5-a]pyridine CC=1N(C(=CC1)C)C1=NN2C(C(=C(C=C2)C2=NC(=CC=C2)C=2C=NN(C2)C(C)C2=CC=C(C=C2)F)OC)=N1